3-(2-(4-acetamido-3,3-difluoropiperidin-1-yl)-1,1-difluoro-2-oxoethyl)-4-fluoro-N-(4-fluoro-3-methylphenyl)benzamide C(C)(=O)NC1C(CN(CC1)C(C(F)(F)C=1C=C(C(=O)NC2=CC(=C(C=C2)F)C)C=CC1F)=O)(F)F